C1(CC1)C1=C(C=NO1)CNC(=O)[C@H]1N(C[C@@H](C1)O)C([C@H](C(C)(C)C)N1N=NC(=C1)C1CC1)=O (2S,4r)-N-[(5-cyclopropylisoxazol-4-yl)methyl]-1-[(2S)-2-(4-cyclopropyltriazol-1-yl)-3,3-dimethyl-butyryl]-4-hydroxy-pyrrolidine-2-carboxamide